C1=CC=CC=2C3=CC=CC=C3N(C12)C1(CCC1)N1C2=CC=CC=C2C=2C=CC=CC12 2-trans-bis(9H-carbazol-9-yl)-cyclobutane